FC1=CC=C2C(=NC(=NC2=C1)S)NC1=CC=C(C#N)C=C1 4-((7-fluoro-2-mercaptoquinazolin-4-yl)amino)benzonitrile